FC=1C=CC(=C(C1)C=1NC=C(N1)C)O 2-(5-fluoro-2-hydroxyphenyl)-4(s)-methylimidazole